BrC=1C(=NC=C(C1)OC)C(=O)O 3-bromo-5-methoxy-pyridine-2-carboxylic acid